OC1=C(C(N(C=C1)C)=O)NC(N[C@@H](CC(=O)OCC)C1=CC(=CC=C1)CC1=CC=C(C=C1)C(F)(F)F)=O ethyl (S)-3-(3-(4-hydroxy-1-methyl-2-oxo-1,2-dihydropyridin-3-yl)ureido)-3-(3-(4-(trifluoromethyl) benzyl)phenyl)propanoate